tert-butyl 3-((4-bromo-2-methyl-6-(trifluoromethyl)pyridin-3-yl)oxy)piperidine-1-carboxylate BrC1=C(C(=NC(=C1)C(F)(F)F)C)OC1CN(CCC1)C(=O)OC(C)(C)C